[Cl-].C(CCCCCCCCCCCCCCCCC)OC(CC(C[NH+](C)C)O)COCCCCCCCCCCCCCCCCCC racemic-[(2,3-dioctadecyloxypropyl)(2-hydroxyethyl)]Dimethyl-ammonium chloride